tert-butyl-4-(5-((5-cyano-6-(2H-1,2,3-triazol-2-yl)pyridin-3-yl)carbamoyl)-4-cyclopropylisothiazol-3-yl)-3,6-dihydropyridine-1(2H)-carboxylate C(C)(C)(C)OC(=O)N1CCC(=CC1)C1=NSC(=C1C1CC1)C(NC=1C=NC(=C(C1)C#N)N1N=CC=N1)=O